C1(CC1)N(S(=O)(=O)C=1N=CN(C1)C)[C@H]1CCC=2[C@](CC=3C=NN(C3C2)C2=CC=C(C=C2)F)(C1)[C@@H](O)C1=NC=CC(=C1)F N-Cyclopropyl-N-((4aS,6S)-1-(4-fluorophenyl)-4a-((R)-(4-fluoropyridin-2-yl)(hydroxy)methyl)-4,4a,5,6,7,8-hexahydro-1H-benzo[f]indazol-6-yl)-1-methyl-1H-imidazole-4-sulfonamide